rac-methyl (1R,3S)-3-(4-nitrophenoxy)cyclopentane-1-carboxylate [N+](=O)([O-])C1=CC=C(O[C@@H]2C[C@@H](CC2)C(=O)OC)C=C1 |r|